FC1(CC[C@H]([C@@H](C1)C1=CC=C(C(=O)OC)C=C1)O)F |r| racemic-methyl 4-((1S*,2R*)-5,5-difluoro-2-hydroxycyclohexyl)benzoate